(R)-(3-(3-fluoro-4-(4-(oxetan-3-yl)piperazin-1-yl)phenyl)-2-oxooxazolidin-5-yl)methyl methanesulfonate CS(=O)(=O)OC[C@H]1CN(C(O1)=O)C1=CC(=C(C=C1)N1CCN(CC1)C1COC1)F